2-bromo-9,9-diphenyl-9H-fluorene BrC1=CC=2C(C3=CC=CC=C3C2C=C1)(C1=CC=CC=C1)C1=CC=CC=C1